ClC=1C=CC(=C(C1)CC(=O)NC1=CC(=NC=C1)C(=O)NC(CO)(C)C#N)O 4-[[2-(5-chloro-2-hydroxy-phenyl)acetyl]amino]-N-(1-cyano-2-hydroxy-1-methyl-ethyl)pyridine-2-carboxamide